(S)-2-(2,6-difluorobenzoylamino)-3-(1-methyl-2-oxo-1,2-dihydro-[3,5'-biquinoline]-8'-yl)propionic acid FC1=C(C(=O)N[C@H](C(=O)O)CC2=CC=C(C=3C=CC=NC23)C=2C(N(C3=CC=CC=C3C2)C)=O)C(=CC=C1)F